5-(1-hydroxy-2-{3-[(4-methanesulfonylphenoxy)methyl]-4-methylpyrrolidin-1-yl}ethyl)benzene-1,3-dicarbonitrile OC(CN1CC(C(C1)C)COC1=CC=C(C=C1)S(=O)(=O)C)C=1C=C(C=C(C1)C#N)C#N